2-(methyl-(pyridin-2-yl)amino)ethan-1-ol CN(CCO)C1=NC=CC=C1